C(C)N1CC(=C(C2=CC=C3C(=C12)SC1=C3C=CC=C1)O)C(C(F)(F)F)=O 1-ethyl-4-hydroxy-3-(2,2,2-trifluoroethan-1-one-1-yl)-[1]benzothieno[3,2-h]quinoline